Methyl 4-[2-[6-carbamoyl-1-[[(2S,3S,4S)-3-ethyl-4-fluoro-5-oxopyrrolidin-2-yl]methoxy]-7-methoxy-4-isoquinolyl]ethynyl]benzoate C(N)(=O)C=1C=C2C(=CN=C(C2=CC1OC)OC[C@H]1NC([C@H]([C@H]1CC)F)=O)C#CC1=CC=C(C(=O)OC)C=C1